C(C)(C)(C)N(C(O)=O)CC1=NN=C(N1)C1=CC=C(C=C1)C(F)(F)F.FC(C1=CC=C(C=C1)C=1NC(=NN1)CN)(F)F 1-{5-[4-(trifluoromethyl)phenyl]-4H-1,2,4-triazol-3-yl}methanamine tert-butyl-({5-[4-(trifluoromethyl)phenyl]-4H-1,2,4-triazol-3-yl}methyl)carbamate